C(C1=CC=CC=C1)OC(=O)N1C(OC[C@H]1CCCO)(C)C (4R)-4-(3-hydroxypropyl)-2,2-dimethyl-oxazolidine-3-carboxylic acid benzyl ester